O=C1NC2(C(N1)=O)CN(CCC2)C(=O)OC(C)(C)C tert-butyl 2,4-dioxo-1,3,7-triazaspiro[4.5]decane-7-carboxylate